edetate ammonium [NH4+].C(N(CC(=O)[O-])CC(=O)[O-])CN(CC(=O)[O-])CC(=O)[O-].[NH4+].[NH4+].[NH4+]